The molecule is an icosanoid anion that is the conjugate base of (18S)-resolvin E1, obtained by deprotonation of the carboxy group; major species at pH 7.3. It is a hydroxy fatty acid anion, an icosanoid anion, a polyunsaturated fatty acid anion and a long-chain fatty acid anion. It is a conjugate base of a (18S)-resolvin E1. CC[C@@H](/C=C/C=C\\C[C@H](/C=C/C=C/C=C\\[C@H](CCCC(=O)[O-])O)O)O